(R)-5-bromo-N-(1-methoxyprop-2-yl)-2-nitroaniline BrC=1C=CC(=C(N[C@@H](COC)C)C1)[N+](=O)[O-]